2-amino-5-(3-amino-7-(1H-pyrazol-4-yl)isoxazolo[4,5-c]pyridin-4-yl)benzamide NC1=C(C(=O)N)C=C(C=C1)C1=NC=C(C2=C1C(=NO2)N)C=2C=NNC2